C(CCCCCCCCCCCCCCCCC)OC(CCCCCCC)=O caprylic acid stearyl ester